CC1=CC(=NC(=C1)C)C=1C=C(C=CC1)C[C@@H]1C=2C(N(C=NC2CC[C@@H]1NS(=O)(=O)CC)C(C)C)=O |r| rac-N-[(5R,6S)-5-{[3-(4,6-dimethylpyridin-2-yl)phenyl]methyl}-4-oxo-3-(propan-2-yl)-3,4,5,6,7,8-hexahydroquinazolin-6-yl]ethanesulfonamide